N4-((tetrahydrofuran-2-yl)methyl)pyrido[3,2-d]pyrimidine-2,4-diamine O1C(CCC1)CNC=1C2=C(N=C(N1)N)C=CC=N2